C(C)(C)N(CCCCCCC(=O)NC=1SC=CN1)C 7-(isopropyl-(methyl)amino)-N-(thiazol-2-yl)heptanamide